2-cyclopropyl-N-(4-fluoro-3-methylphenyl)-5-(2-(((1s,4s)-4-hydroxy-1-methylcyclohexyl)amino)-2-oxoacetyl)-1,4-dimethyl-1H-pyrrole-3-carboxamide C1(CC1)C=1N(C(=C(C1C(=O)NC1=CC(=C(C=C1)F)C)C)C(C(=O)NC1(CCC(CC1)O)C)=O)C